C(C)(C)(C)C1=NOC(=N1)C(=O)NC1C2=C(OCCC1)C=C(C=C2)C2=CC(=NC=C2)NC(=O)C2CC2 3-(tert-butyl)-N-(8-(2-(cyclopropanecarboxamido)pyridin-4-yl)-2,3,4,5-tetrahydrobenzo[b]oxepin-5-yl)-1,2,4-oxadiazole-5-carboxamide